methyl 2-(2,4-difluorophenyl)-3-methyl-imidazole-4-carboxylate FC1=C(C=CC(=C1)F)C1=NC=C(N1C)C(=O)OC